CCCCC/C=C\\C/C=C\\C/C=C\\C/C=C\\CCCC(=O)OC[C@@H](CO)O The molecule is a 3-acyl-sn-glycerol where arachidonoyl is the 3-acyl group. It is a 1-arachidonoylglycerol and a 3-acyl-sn-glycerol. It is an enantiomer of a 1-arachidonoyl-sn-glycerol.